6-Methoxy-2,3-dihydro-phthalazine-1,4-dione COC=1C=C2C(NNC(C2=CC1)=O)=O